BrC=1C=C(C=C(C1)N(C1=CC=CC=C1)C1=CC=CC=C1)N(C1=CC=CC=C1)C1=CC=CC=C1 5-bromo-N1,N1,N3,N3-tetraphenyl-1,3-benzenediamine